2-[[(1-methylethylidene)amino]oxy]ethyl (2R)-2-[4-[(6-chloro-2-quinoxalinyl)oxy]phenoxy]propanoate ClC=1C=C2N=CC(=NC2=CC1)OC1=CC=C(O[C@@H](C(=O)OCCON=C(C)C)C)C=C1